(1,3-dimethyl-azetidin-3-yl)-(4-propyl-phenyl)-(5-pyrrolidin-1-yl-pyridin-3-yl)-methanol CN1CC(C1)(C)C(O)(C=1C=NC=C(C1)N1CCCC1)C1=CC=C(C=C1)CCC